CC1=CC=C(C=C1)S(=O)(=O)O[C@@H]1[C@H]([C@@H]([C@H]2CO[C@@H]1O2)[2H])O (1S,2S,3S,4R,5R)-3-hydroxy-6,8-dioxabicyclo[3.2.1]octan-4-yl-2-d 4-methylbenzenesulfonate